BrC=1C=CC(=NC1)C(C)=O 1-(5-bromopyridin-2-yl)ethan-1-one